trihexyl-tin laurate C(CCCCCCCCCCC)(=O)[O-].C(CCCCC)[Sn+](CCCCCC)CCCCCC